FC1=C(N=C2N(C1=O)C[C@](N2CC(C=2C=NC=CC2)=O)(C(F)(F)F)C)N2[C@@H](COCC2)C (S)-6-Fluoro-2-methyl-7-((R)-3-methyl-morpholin-4-yl)-1-(2-oxo-2-pyridin-3-yl-ethyl)-2-trifluoromethyl-2,3-dihydro-1H-imidazo[1,2-a]-pyrimidin-5-one